1-(4-((7-(2-(dimethylamino)ethoxy)-4-((5-(furan-2-yl)-2-methoxyphenyl)amino)quinazolin-6-yl)oxy)piperidin-1-yl)prop-2-en-1-one CN(CCOC1=C(C=C2C(=NC=NC2=C1)NC1=C(C=CC(=C1)C=1OC=CC1)OC)OC1CCN(CC1)C(C=C)=O)C